4-[(3S)-3-(but-2-ynoylamino)piperidin-1-yl]-5-fluoro-2,3-dimethyl-1H-indole-7-carboxamide C(C#CC)(=O)N[C@@H]1CN(CCC1)C1=C2C(=C(NC2=C(C=C1F)C(=O)N)C)C